CC([O-])C.[Co+2].CC([O-])C cobalt(II) isopropoxide